C(C1=CC=CC=C1)OC1=NC(=C(C(=N1)C[C@@]1(CCCC2=CC=CC=C12)C(=O)[O-])[N+](=O)[O-])OCC1=CC=CC=C1 (R)-1-((2,6-bis(benzyloxy)-5-nitropyrimidin-4-yl)methyl)-1,2,3,4-Tetrahydronaphthalene-1-carboxylate